COC(=O)[C@@H]1CC[C@H]2N1C([C@H](CN(CC2)CC2=CC=1N(C=C2)C=CN1)NC(=O)OC(C)(C)C)=O (5S,8S,10aR)-5-((tert-Butoxycarbonyl)amino)-3-(imidazo[1,2-a]pyridin-7-ylmethyl)-6-oxo-decahydropyrrolo[1,2-a][1,5]diazocine-8-carboxylic acid methyl ester